FC(C1=C(C=CC=C1)CN1N=C(C=2CN(CCC21)C(=O)OC(C)(C)C)CO)F tert-Butyl 1-[[2-(difluoromethyl)phenyl]methyl]-3-(hydroxymethyl)-1H,4H,5H,6H,7H-pyrazolo[4,3-c]pyridine-5-carboxylate